C1=CC=C(C=2OC3=C(C21)C=CC=C3)C=3C(=CC=2C(C1=CC=CC=C1C2C3)(C)C)N 3-(dibenzo[b,d]furan-4-yl)-9,9-dimethyl-9H-fluoren-2-amine